[Sb]=S.[As].[Au] gold-arsenic-antimony sulfide